[5-(2-Bromo-3-chloro-6-fluoro-phenyl)-1,3-dimethyl-6-oxo-pyridazin-4-yl] 2-methyl-propanoate CC(C(=O)OC=1C(=NN(C(C1C1=C(C(=CC=C1F)Cl)Br)=O)C)C)C